[Si].[Fe].[Ni] nickel-iron-silicon